ClCC(=O)N1CC(C2=C1C=C(C=1N2N=C(N1)C1COCC1)CC1=CC=C(C=C1)F)(C)C 2-chloro-1-(4-(4-fluorobenzyl)-8,8-dimethyl-2-(tetrahydrofuran-3-yl)-7,8-dihydro-6H-pyrrolo[2,3-e][1,2,4]triazolo[1,5-a]pyridin-6-yl)ethan-1-one